CS(=O)(=O)NC=1C=C(C(=O)N[C@H]2C[C@H](CCC2)NC2=CC(=NC3=CC=CC=C23)OC)C=CC1 3-methanesulfonamido-N-[(1r,3s)-3-[(2-methoxyquinolin-4-yl)amino]cyclohexyl]benzamide